(E)-2-(5-fluoro-2-methyl-1,1-dioxobenzisothiazol-3(2H)-ylidene)-2-phenylacetic acid methyl ester COC(/C(/C1=CC=CC=C1)=C\1/N(S(C2=C1C=C(C=C2)F)(=O)=O)C)=O